vinylbenzyltrihydroxyethylammonium bromide [Br-].C(=C)[NH+](CC(O)(O)O)CC1=CC=CC=C1